4,6-Dimethyl-3-[3-(difluoromethyl)isoxazol-5-yl]pyridin-2-ol CC1=C(C(=NC(=C1)C)O)C1=CC(=NO1)C(F)F